(R)-2-fluoro-4-(2-(1-(2-(pyridin-2-yl)propan-2-yl)-3-(2,2,2-trifluoroacetyl)pyrrolidin-3-yl)ethyl)benzonitrile FC1=C(C#N)C=CC(=C1)CC[C@@]1(CN(CC1)C(C)(C)C1=NC=CC=C1)C(C(F)(F)F)=O